COC1=CC=C(C=C1)CC=C 1-methoxy-4-Prop-2-enylbenzene